BrC1=CC(=C(C=N1)CC(C#N)N=C(C1=CC=CC=C1)C1=CC=CC=C1)F 3-(6-bromo-4-fluoropyridin-3-yl)-2-((diphenylmethylene)amino)propionitrile